methyl 3-bromo-4-(difluoromethoxy)benzoate BrC=1C=C(C(=O)OC)C=CC1OC(F)F